(2S,4R)-N-(2-(2-(2-(2-Aminoethoxy)ethoxy)ethoxy)-4-(4-methylthiazol-5-yl)benzyl)-1-((S)-2-(1-fluorocyclopropane-1-carboxamido)-3,3-dimethylbutanoyl)-4-hydroxypyrrolidine-2-carboxamide NCCOCCOCCOC1=C(CNC(=O)[C@H]2N(C[C@@H](C2)O)C([C@H](C(C)(C)C)NC(=O)C2(CC2)F)=O)C=CC(=C1)C1=C(N=CS1)C